OC1=C2C(=NC=N1)NN=C2 4-hydroxy-pyrazolo[3,4-d]pyrimidine